ClC1=C(C=CC(=C1)F)C1=CC(OC2=CC(=CC=C12)O[C@@H](C(N1CC2(CCC(C1)N2C)C(=O)C2=NC=CC=C2)=C=O)C)=O 4-(2-chloro-4-fluorophenyl)-7-(((2R)-1-carbonyl-1-(8-methylpyridinoyl-3,8-diazabicyclo[3.2.1]oct-3-yl)propan-2-yl)oxy)-2H-chromen-2-one